Methyl 4'-fluoro-cis-4-hydroxy-2'-oxo-spiro[cyclohexane-1,3'-indoline]-5'-carboxylate FC1=C2C3(C(NC2=CC=C1C(=O)OC)=O)CCC(CC3)O